O[C@H]1CN(CC[C@H]1N1C([C@@H](CC1)OC[C@H](C)OC1=C(C(NN=C1)=O)C(F)(F)F)=O)C1=NC=C(C=N1)C(F)(F)F 5-(((S)-1-(((R)-1-((3S,4R)-3-hydroxy-1-(5-(trifluoromethyl)pyrimidin-2-yl)piperidin-4-yl)-2-oxopyrrolidin-3-yl)oxy)propan-2-yl)oxy)-4-(trifluoromethyl)pyridazin-3(2H)-one